N-((2S)-1-(2-(3-amino-3-oxopropyl)-2-(2-chloro-2-fluoroacetyl)hydrazineyl)-4,4-dimethyl-1-oxopentan-2-yl)-1H-benzo[d]imidazole-2-carboxamide NC(CCN(NC([C@H](CC(C)(C)C)NC(=O)C1=NC2=C(N1)C=CC=C2)=O)C(C(F)Cl)=O)=O